C(C1=CC=CC=C1)OC(=O)N[C@@H](C(=O)OC)CNC(C1=CC(=CC(=C1)F)[C@H](C)OCC)=O (R)-methyl 2-(((benzyloxy)carbonyl)amino)-3-(3-((S)-1-ethoxyethyl)-5-fluorobenzamido)propanoate